ClC=1C2=C(N=C(N1)C=1N=CSC1)SC(=C2)C 4-chloro-6-methyl-2-(thiazol-4-yl)thieno[2,3-d]pyrimidine